C1(CC1)C(=O)O.N Ammonia Cyclopropyl-formate